BrC1=C(C=CC=C1)C1=NOC(=N1)C1=CC2=C(N(N=N2)C2CC2)C=C1 5-[3-(2-bromophenyl)-1,2,4-oxadiazol-5-yl]-1-cyclopropyl-1H-1,2,3-benzotriazole